(6aR,9R)-N,N-diethyl-7-(2-fluoroethyl)-4,6,6a,7,8,9-hexahydroindolo[4,3-fg]quinoline-9-carboxamide C(C)N(C(=O)[C@H]1CN([C@@H]2CC=3C4=C(C2=C1)C=CC=C4NC3)CCF)CC